C(C)(C)(C)OC(=O)N1C[C@@H](CCC1)NC1=NN=C(C2=C1COC2)Cl.CON2C(N(C(C2C)O)C2=NC=CC(=C2)C(F)(F)F)=O 1-methoxy-5-methyl-4-hydroxy-3-[4-(trifluoromethyl)-2-pyridinyl]imidazolidin-2-one tert-butyl-(3R)-3-({4-chloro-5H,7H-furo[3,4-d]pyridazin-1-yl}amino)piperidine-1-carboxylate